FC(S(=O)(=O)[N-]S(=O)(=O)C(F)(F)F)(F)F.[Ag+] silver(I) bis(trifluoromethanesulfonyl)amide